ClC1=C(C=C(C=C1)C1CCN(CC1)CC=1C=C(C=CC1C(F)(F)F)N1CCN(CCC1)C)C 1-(3-((4-(4-chloro-3-methylphenyl)piperidin-1-yl)methyl)-4-(trifluoromethyl)phenyl)-4-methyl-1,4-diazepane